3-[1-(1-cyclobutyl-4-piperidyl)pyrazol-4-yl]-5-[(1R)-1-(3,5-dichloro-4-pyridyl)ethoxy]-1H-indazole C1(CCC1)N1CCC(CC1)N1N=CC(=C1)C1=NNC2=CC=C(C=C12)O[C@H](C)C1=C(C=NC=C1Cl)Cl